COC1=C(C=C2C(=NC=NC2=C1)NC=1C=C(C=CC1OC)C1=CC(=CC=C1)[N+](=O)[O-])OC1CCN(CC1)C(C=C)=O 1-(4-((7-methoxy-4-((4-methoxy-3'-nitro-[1,1'-biphenyl]-3-yl)amino)quinazolin-6-yl)oxy)piperidin-1-yl)prop-2-en-1-one